4-(4-methyl-pentyl)cyclohexane-1-carbonitrile CC(CCCC1CCC(CC1)C#N)C